ethyl (S,E)-4-((1R,3R,4R)-2-((3-chlorophenyl)-L-leucyl)-5,5-difluoro-2-azabicyclo[2.2.2]octane-3-carboxamido)-2-fluoro-5-((R)-2-oxopyrrolidin-3-yl)pent-2-enoate ClC=1C=C(C=CC1)N[C@@H](CC(C)C)C(=O)N1[C@H]2CC([C@@H]([C@@H]1C(=O)N[C@H](/C=C(\C(=O)OCC)/F)C[C@@H]1C(NCC1)=O)CC2)(F)F